trimethyldodecylphosphonium lysine salt N[C@@H](CCCCN)C(=O)[O-].C[P+](CCCCCCCCCCCC)(C)C